4-(2-(2-methyloxazol-4-yl)ethoxy)-1-(oxetan-2-ylmethyl)-1H-benzo[d]imidazole-6-carboxylate CC=1OC=C(N1)CCOC1=CC(=CC=2N(C=NC21)CC2OCC2)C(=O)[O-]